OC1=C2C=CC(=CC2=C(C=C1)O)C(=O)O 5,8-dihydroxy-2-naphthoic acid